(4-amino-4-methylpiperidin-1-yl)(5-(o-tolylthio)furan-2-yl)methanone NC1(CCN(CC1)C(=O)C=1OC(=CC1)SC1=C(C=CC=C1)C)C